3-(3-(3,4-Dihydroxyphenyl)propylthio)propane-1,2-diylbis(norbornene-2-carboxylate) OC=1C=C(C=CC1O)CCCSCC(CC12C(=CC(CC1)C2)C(=O)[O-])C21C(=CC(CC2)C1)C(=O)[O-]